(E)-3-[3,4-Bis[[1-(2-chloro-4-fluorophenyl)triazol-4-yl]methoxy]phenyl]-1-(2-hydroxy-4,6-dimethoxyphenyl)prop-2-en-1-one ClC1=C(C=CC(=C1)F)N1N=NC(=C1)COC=1C=C(C=CC1OCC=1N=NN(C1)C1=C(C=C(C=C1)F)Cl)/C=C/C(=O)C1=C(C=C(C=C1OC)OC)O